7-(6-methoxy-3-pyridyl)-2-[3-(6-methyl-2-pyridyl)-1H-pyrazol-4-yl]-1,5-naphthyridine COC1=CC=C(C=N1)C1=CN=C2C=CC(=NC2=C1)C=1C(=NNC1)C1=NC(=CC=C1)C